ethyl 3-[3-[[5-(4-chlorobutanoylamino)-1-[5-[4,6-difluoro-1-(2-trimethylsilylethoxymethyl) indol-5-yl]oxy-2-fluoro-phenyl]pyrazol-3-yl]methyl]phenyl]propanoate ClCCCC(=O)NC1=CC(=NN1C1=C(C=CC(=C1)OC=1C(=C2C=CN(C2=CC1F)COCC[Si](C)(C)C)F)F)CC=1C=C(C=CC1)CCC(=O)OCC